silyl-oxygen [SiH3][O]